C1(CC1)C=1N=NN(C1CO[C@H]1[C@@H]2CN([C@H](C1)C2)C2=CC=C(C(=O)OC(C)(C)C)C=C2)C2=C(C=CC=C2Cl)Cl tert-butyl 4-[(1S,4S,5R)-5-[[4-cyclopropyl-1-(2,6-dichlorophenyl)-1H-1,2,3-triazol-5-yl]methoxy]-2-azabicyclo[2.2.1]heptan-2-yl]benzoate